N-{[(9H-fluoren-9-yl)methoxy]carbonyl}-L-valyl-N5-carbamoyl-N-[4-(hydroxymethyl)-3-(3-sulfopropyl)phenyl]-L-ornithinamide C1=CC=CC=2C3=CC=CC=C3C(C12)COC(=O)N[C@@H](C(C)C)C(=O)N[C@@H](CCCNC(N)=O)C(=O)NC1=CC(=C(C=C1)CO)CCCS(=O)(=O)O